1-[(2R,3S)-6-fluoro-2-methyl-2,3-dihydrofuro[3,2-b]pyridin-3-yl]methylamine dihydrochloride Cl.Cl.FC=1C=C2C(=NC1)[C@@H]([C@H](O2)C)CN